NC1=CC=C(C=C1)S(=O)(=O)NCCOCCOCCOCCOCCOCCOCCOC1=CC=C(C(=O)O)C=C1 4-[2-[2-[2-[2-[2-[2-[2-[(4-aminophenyl)-sulfonylamino]ethoxy]ethoxy]ethoxy]ethoxy]ethoxy]ethoxy]ethoxy]benzoic acid